8-[4-(difluoromethyl)phenyl]-3-[(4-methoxyphenyl)methyl]-2-{[(4-methoxyphenyl)methyl]sulfanyl}-7-(pyridin-2-yl)pyrazolo[1,5-a][1,3,5]triazin-4-one FC(C1=CC=C(C=C1)C=1C(=NN2C1N=C(N(C2=O)CC2=CC=C(C=C2)OC)SCC2=CC=C(C=C2)OC)C2=NC=CC=C2)F